methyl 2-morpholino-6,7-dihydro-5H-cyclopenta[b]pyridine-3-carboxylate O1CCN(CC1)C1=C(C=C2C(=N1)CCC2)C(=O)OC